2-hydroxy-2-methyl-butenoic acid OC(C(=O)O)(C=C)C